CC(CN1N=NC2=C1C=C(C=C2)C2=NC(=NO2)C=2C=NC=CC2C)C 1-(2-methylpropyl)-6-[3-(4-methylpyridin-3-yl)-1,2,4-oxadiazol-5-yl]-1H-1,2,3-benzotriazole